ClC1=CC=C(C=C1)C1OCCC1 2-(4-Chlorophenyl)tetrahydrofuran